CN(C)CC1=C(C=CC=C1)SC1=C(N)C=C(C=C1)C 2-[2-[(dimethylamino)methyl]phenyl]sulfanyl-5-methylaniline